ClC1=CC(=CS1)CN(C(=O)N1[C@H]2[C@H](N(C[C@@H]1CC2)C(N(C2=CC=CC=C2)C2=CC=CC=C2)=O)C(=O)O)C (1R,2S,5S)-8-(((5-chlorothiophene-3-yl)methyl)(methyl)carbamoyl)-3-(diphenylcarbamoyl)-3,8-diazabicyclo[3.2.1]octane-2-carboxylic acid